α-isobutylphenethyl alcohol C(C(C)C)C(CC1=CC=CC=C1)O